ethyl-trans-4-decenoic acid C(C)C(C(=O)O)C\C=C\CCCCC